Cl.NC(C(=O)N1CCN(CC1)C(=O)NC1=NC(N(C=C1)C1=CC(=C(C=C1)CN(CC)[C@@H]1CC[C@H](CC1)N)C)=O)(C)C 4-(2-Amino-2-methylpropanoyl)-N-(1-(4-((((trans)-4-aminocyclohexyl)(ethyl)amino)methyl)-3-methylphenyl)-2-oxo-1,2-dihydropyrimidin-4-yl)piperazine-1-carboxamide hydrochloride salt